2-(2-aminoethyl)benzimidazole dihydrochloride Cl.Cl.NCCC=1NC2=C(N1)C=CC=C2